(S)-quinuclidin-3-yl((R)-6-fluoro-5-(3-methoxyphenyl)-2,2-dimethyl-2,3-dihydro-1H-inden-1-yl)carbamate N12C[C@H](C(CC1)CC2)OC(N[C@@H]2C(CC1=CC(=C(C=C21)F)C2=CC(=CC=C2)OC)(C)C)=O